diisobutylphenoxyethoxyethyldimethylbenzyl-ammonium chloride [Cl-].C(C(C)C)C(C1=CC=CC=C1)([N+](C)(C)CCOCCOC1=CC=CC=C1)CC(C)C